2,2'-((7-(2-(2-chlorophenyl)-3,4,6,7-tetrahydro-5H-imidazo[4,5-c]pyridin-5-yl)-5,6,7,8-tetrahydronaphthalene-1,2-diyl)bis(oxy))bis(ethan-1-ol) ClC1=C(C=CC=C1)C1=NC2=C(CN(CC2)C2CCC=3C=CC(=C(C3C2)OCCO)OCCO)N1